FC1(CCN(CC1)CCO)F 2-(4,4-difluoropiperidin-1-yl)ethanol